(E)-N-(3-bromo-2-fluoro-5-methylphenyl)-2-(hydroxyimino)acetamide BrC=1C(=C(C=C(C1)C)NC(/C=N/O)=O)F